(N-2-aminoethyl)-3-aminopropyltriethoxysilane NCCNCCC[Si](OCC)(OCC)OCC